N-(2,6-dioxopiperidin-3-yl)-5-(piperazin-1-yl)pyridine-3-carboxamide O=C1NC(CCC1NC(=O)C=1C=NC=C(C1)N1CCNCC1)=O